(R)-N-(8-(methylamino)-5-((4-(2-methylmorpholino)phenyl)ethynyl)pyrido[3,4-c]pyridazin-3-yl)cyclopropanecarboxamide CNC1=NC=C(C2=C1N=NC(=C2)NC(=O)C2CC2)C#CC2=CC=C(C=C2)N2C[C@H](OCC2)C